C(C)C1=NC=C(C=C1[C@@H]1N(CCC1)C1=NC=2N(C=C1)N=CC2C(=O)NCC(C)(C)O)F (R)-5-(2-(2-ethyl-5-fluoropyridin-3-yl)pyrrolidin-1-yl)-N-(2-hydroxy-2-methylpropyl)pyrazolo[1,5-a]pyrimidine-3-carboxamide